(2-amino-6-(3-fluoro-2-methylphenyl)imidazo[1,2-a]pyridin-3-yl)(pyrimidin-4-yl)methanone NC=1N=C2N(C=C(C=C2)C2=C(C(=CC=C2)F)C)C1C(=O)C1=NC=NC=C1